(Z)-5-(4-Methylpyridin-3-yl)-3-(1-((4-(piperazin-1-yl)phenyl)amino)ethylidene)-1H-pyrrolo[2,3-c]pyridin-2(3H)-one CC1=C(C=NC=C1)C=1C=C/2C(=CN1)NC(\C2=C(\C)/NC2=CC=C(C=C2)N2CCNCC2)=O